5-(2,6-dioxopiperidin-3-yl)-2-(3-((5-(spiro[3.3]heptan-2-yl)-1,3,4-oxadiazol-2-yl)amino)azetidin-1-yl)benzonitrile O=C1NC(CCC1C=1C=CC(=C(C#N)C1)N1CC(C1)NC=1OC(=NN1)C1CC2(C1)CCC2)=O